7-bromo-4-methyl-spiro[benzo[d][1,3]dioxine-2,1'-cyclopentane]-5-carboxylic acid BrC=1C=C(C2=C(OC3(CCCC3)OC2C)C1)C(=O)O